5-(3-chlorophenyl)-N-((2-(2,6-dioxopiperidin-3-yl)-1-oxoisoindolin-5-yl)methyl)-4-methyl-1-(2,2,2-trifluoroethyl)-1H-pyrazole-3-carboxamide ClC=1C=C(C=CC1)C1=C(C(=NN1CC(F)(F)F)C(=O)NCC=1C=C2CN(C(C2=CC1)=O)C1C(NC(CC1)=O)=O)C